O=C1N(CCC(N1)=O)C=1C=C(C(=O)N2CCC(CC2)CC(=O)OC(C)(C)C)C=CC1OC tert-Butyl 2-(1-(3-(2,4-dioxotetrahydropyrimidin-1(2H)-yl)-4-methoxybenzoyl)piperidin-4-yl)acetate